(3S,10S)-7-((2S,5R)-4-acryloyl-2,5-dimethylpiperazin-1-yl)-9-chloro-3-((4-methylpiperazin-1-yl)-methyl)-10-(naphthalen-1-yl)-2,3-dihydro-5H-[1,4]oxazino[2,3,4-ij]-quinazolin-5-one C(C=C)(=O)N1C[C@@H](N(C[C@H]1C)C1=NC(N2C3=C(C(=C(C=C13)Cl)C1=CC=CC3=CC=CC=C13)OC[C@@H]2CN2CCN(CC2)C)=O)C